(4-trifluoromethylphenyl)sulfonium FC(C1=CC=C(C=C1)[SH2+])(F)F